4-(7-fluoroimidazo[1,2-a]pyridin-3-yl)-7-((4-hydroxy-6'-(2-morpholinoethyl)-6',7'-dihydrospiro[cyclohexane-1,5'-pyrrolo[3,4-b]pyridin]-2'-yl)amino)isoindolin-1-one FC1=CC=2N(C=C1)C(=CN2)C2=C1CNC(C1=C(C=C2)NC2=CC=C1C(=N2)CN(C12CCC(CC2)O)CCN2CCOCC2)=O